(S)-4-(4-(1-(2-fluoroethyl)-1H-pyrazol-4-yl)piperidin-2-yl)benzoate FCCN1N=CC(=C1)C1C[C@H](NCC1)C1=CC=C(C(=O)[O-])C=C1